(S)-N-(1-((4-fluorophenyl)amino)-2,3-dihydro-1H-inden-5-yl)acrylamide FC1=CC=C(C=C1)N[C@H]1CCC2=CC(=CC=C12)NC(C=C)=O